BrC1=CC=C(CN2C(C=3C=CCCC3C2(O)CCCC)=O)C=C1 2-(4-bromobenzyl)-3-butyl-3-hydroxy-2,3,4,5-tetrahydro-1H-isoindol-1-one